[Sn].[Zn].[Cu].[Ag] silver copper zinc tin